C(CCCCCCCCCCCCCCCCC)C(C(C)(C)C)(S(=O)(=O)O)O octadecyl-dimethyl-hydroxypropanesulfonic acid